2,3-dimercaptoquinoxaline SC1=NC2=CC=CC=C2N=C1S